5-(2-cyclobutoxy-ethyl)-N-(4-methylpyridin-2-yl)-4-(pyridin-2-yl)thiazol-2-amine C1(CCC1)OCCC1=C(N=C(S1)NC1=NC=CC(=C1)C)C1=NC=CC=C1